(4aS,8aS)-tert-Butyl 4-oxo-6-(3-(trifluoromethyl)phenyl)-2,4,4a,5,8,8a-hexahydro-1H-benzo[d][1,3]oxazine-1-carboxylate O=C1[C@@H]2[C@@H](N(CO1)C(=O)OC(C)(C)C)CC=C(C2)C2=CC(=CC=C2)C(F)(F)F